1-(4-bromophenyl)ethanol acetate C(C)(=O)OC(C)C1=CC=C(C=C1)Br